ClC1=CCN(S1)C 5-chloro-2-methylisothiazol